C(CC1=CC=CC=C1)C=1C=CC(=NC1)C(=O)N(C)OC 5-phenethyl-N-methoxy-N-methylpyridineamide